[N+](=O)([O-])C=1C=C(C(=O)OC(CC)CC)C=C(C1)[N+](=O)[O-] pentan-3-yl 3,5-dinitrobenzoate